ClC1=C(C=CC(=C1)Cl)C=1C(C(=C(N(C1C)CC)C1=CC(=C(C=C1)Cl)Cl)C(=O)O)=O 5-(2,4-dichlorophenyl)-2-(3,4-dichlorophenyl)-1-ethyl-6-methyl-4-oxo-pyridine-3-carboxylic acid